NCCC[Si](C)(C)OCC(C)C 3-aminopropyl-(isobutoxydimethylsilane)